N-(2,2-dimethoxyethyl)-N-(2-(1-methyl-1H-pyrazol-4-yl)benzyl)ethenesulfonamide COC(CN(S(=O)(=O)C=C)CC1=C(C=CC=C1)C=1C=NN(C1)C)OC